piperidin-1-yl-ethane-1-one N1(CCCCC1)C(C)=O